(S)-tert-butyl (5-chloro-2-(2-methyl-4-(oxetan-3-yl)piperazin-1-yl)pyridin-4-yl)carbamate ClC=1C(=CC(=NC1)N1[C@H](CN(CC1)C1COC1)C)NC(OC(C)(C)C)=O